NCC1=NNC(C2=C(C=C(C=C12)C=1C=NN(C1C1=C(C#N)C(=CC(=C1F)Cl)OC1CC1)C)OC(F)F)=O 2-(4-(4-(Aminomethyl)-8-(difluoromethoxy)-1-oxo-1,2-dihydro-phthalazin-6-yl)-1-methyl-1H-pyrazol-5-yl)-4-chloro-6-cyclopropyloxy-3-fluorobenzonitrile